C1(CCCC1)NC=1C2=C(N=C(N1)C(CC)=O)C=CC=N2 1-[4-(Cyclopentylamino)pyrido[3,2-d]pyrimidin-2-yl]propan-1-one